C1(=CC=CC=C1)C(CCC(C#CC=1SC=CC1)CC(F)(F)F)=O 1-phenyl-6-(thiophen-2-yl)-4-(2,2,2-trifluoroethyl)hex-5-yn-1-one